P(=O)(OCCCC=O)(OCC[N+](C)(C)C)[O-] oxobutyl (2-(trimethylammonio)ethyl) phosphate